C(C)(=O)N1CC=2N(CC1)C(=NC2C=2C=CC=C1C=C(N=CC21)C=2C=CC(=NC2)C(=O)N[C@H](C)\C=C\C2=C1CN(C(C1=CC=C2)=O)C2C(NC(CC2)=O)=O)CC 5-(8-(7-Acetyl-3-ethyl-5,6,7,8-tetrahydroimidazo[1,5-a]pyrazin-1-yl)isoquinolin-3-yl)-N-((2R,E)-4-(2-(2,6-dioxopiperidin-3-yl)-1-oxoisoindolin-4-yl)but-3-en-2-yl)picolinamide